2-ethyl-4-butyl-8-methoxy-phthalazin-1(2H)-one C(C)N1C(C2=C(C=CC=C2C(=N1)CCCC)OC)=O